ClC1=C(C=C(C=C1)OC(=O)N1CC(C[C@H](C1)N1C(CCC1)=O)(F)F)F (5R)-3,3-difluoro-5-(2-oxopyrrolidin-1-yl)piperidine-1-carboxylic acid 4-chloro-3-fluorophenyl ester